Potassium bis(trimethylsilyl)azanide C[Si](C)(C)[N-][Si](C)(C)C.[K+]